ClC1=CC(=NC=C1)N1N=NC(=C1)CNC(=O)C=1SC=C(N1)C1=CC=C(C=C1)S(=O)(=O)C N-((1-(4-Chloropyridin-2-yl)-1H-1,2,3-triazol-4-yl)methyl)-4-(4-(methylsulfonyl)phenyl)thiazole-2-carboxamide